tert-butyl-4-amino-6-(2,4-dioxotetrahydropyrimidin-1(2H)-yl)-1H-indole-1-carboxylic acid C(C)(C)(C)C=1N(C2=CC(=CC(=C2C1)N)N1C(NC(CC1)=O)=O)C(=O)O